CC1N(CC=2C(NC(=C(C21)C)C)=O)C(=O)OC(C)(C)C tert-butyl 1,6,7-trimethyl-4-oxo-1,3,4,5-tetrahydro-2H-pyrrolo[3,4-C]pyridine-2-carboxylate